potassium 1-(3,3,3-trifluoropropyl)-piperazine trifluoroborate B(F)(F)F.FC(CCN1CCNCC1)(F)F.[K]